1-ethyl-3-phospholine C(C)P1CC=CC1